NC1=NC=C(C2=C1C=NN2COCC[Si](C)(C)C)NC(C(N2[C@H](CC[C@@H](C2)C)C=2C=NC(=C(C2)C)C)=O)=O |r| N-[4-Amino-1-(2-trimethylsilylethoxymethyl)pyrazolo[4,3-c]pyridin-7-yl]-2-oxo-2-[rac-(2R,5S)-2-(5,6-dimethyl-3-pyridyl)-5-methyl-1-piperidyl]acetamide